OC1C(C(CC(C1)C=1C=C(C=CC1)C)=O)(C)C (-)-3-Hydroxy-2,2-dimethyl-5-(m-tolyl)cyclohexan-1-one